2-ethoxy-1-((5'-(6-methoxy-5-methylpyridin-3-yl)-2'-(2H-tetrazol-5-yl)-[1,1'-biphenyl]-4-yl)methyl)-1H-benzo[d]imidazole-7-carboxylic Acid C(C)OC1=NC2=C(N1CC1=CC=C(C=C1)C1=C(C=CC(=C1)C=1C=NC(=C(C1)C)OC)C=1N=NNN1)C(=CC=C2)C(=O)O